CC(C)(CCC[C@@H](C)[C@H]1CC[C@H]2[C@@H]3CCC4=C[C@H](CC[C@]4(C)[C@H]3CC[C@]12C)O)O Cholest-5(4)-en-3β,25-diol